C(CCCCCCC\C=C/C\C=C/CCCCC)C1(OCC(O1)CCN(C)C)CCCCCCCC\C=C/C\C=C/CCCCC 2,2-dilinoleyl-4-dimethylaminoethyl-[1,3]-dioxolan